7-chloro-8-methyl-3-[4-(2,2,2-trifluoroethoxy)phenyl]-2-(trifluoromethyl)-4H-pyrido[1,2-a]pyrimidin-4-one ClC=1C(=CC=2N(C(C(=C(N2)C(F)(F)F)C2=CC=C(C=C2)OCC(F)(F)F)=O)C1)C